CC(=O)N[C@@H]1[C@H](C[C@@](O[C@H]1[C@@H]([C@@H](CO)O)O)(C(=O)O)OC[C@@H]2[C@@H]([C@@H]([C@H]([C@@H](O2)O[C@@H]3[C@H](O[C@H]([C@@H]([C@H]3O)NC(=O)C)O[C@H]4[C@H]([C@H](O[C@H]([C@@H]4O)O[C@@H]5[C@H](O[C@H]([C@@H]([C@H]5O)NC(=O)C)OC[C@@H]6[C@@H]([C@@H]([C@H]([C@H](O6)O)NC(=O)C)O[C@H]7[C@@H]([C@H]([C@H]([C@H](O7)CO)O)O)O)O)CO)CO)O)CO)O)O)O)O The molecule is a branched amino heptasaccharide comprising a linear hexasaccharide chain of alpha-N-acetylneuraminyl, beta-D-galactose, N-acetyl-beta-D-glucosamine, beta-D-galactose, N-acetyl-beta-D-glucosamine and N-acetyl-alpha-D-galactosamine residues linked sequentially (1->4), (1->3), (1->4), (1->6), to the N-acetyl-alpha-D-galactosamine residue at the reducing end of which is also linked (1->3) a further beta-D-galactose residue. It is an amino heptasaccharide, a galactosamine oligosaccharide and a glucosamine oligosaccharide.